C(C1=CC=CC=C1)ON1C(C=CC=C1CN1CCN(CC(N(CCN(CC1)CC=1N(C(C=CC1)=O)OCC1=CC=CC=C1)CC=1N(C(C=CC1)=O)OCC1=CC=CC=C1)CC1=CC=C(C=C1)[N+](=O)[O-])CC=1N(C(C=CC1)=O)OCC1=CC=CC=C1)=O 1-(Benzyloxy)-6-{[4,7,10-tris({[1-(benzyloxy)-6-oxopyridin-2-yl]methyl})-6-[(4-nitrophenyl)methyl]-1,4,7,10-tetraazacyclododecan-1-yl]methyl}pyridin-2-one